[Si](C)(C)(C(C)(C)C)OCC=1N=C(SC1S(=O)(=O)Cl)C1(COC(OC1)(C)C)O 4-(((Tert-butyldimethylsilyl)oxy)methyl)-2-(5-hydroxy-2,2-dimethyl-1,3-dioxan-5-yl)thiazole-5-sulfonyl chloride